(S)-5-((4-((2-hydroxy-1-phenylethyl)amino)-5-(3-morpholino-1,2,4-oxadiazol-5-yl)pyridin-2-yl)amino)-3,3-dimethylbenzo[c][1,2]oxaborol-1(3H)-ol OC[C@H](C1=CC=CC=C1)NC1=CC(=NC=C1C1=NC(=NO1)N1CCOCC1)NC1=CC2=C(B(OC2(C)C)O)C=C1